ClC=1C=C(C(=O)OC2C(CCCC2)[Se]C2=CC=CC=C2)C=CC1 2-(phenylselanyl)cyclohexyl 3-chlorobenzoate